ethyl 3-cyclopropyl-2-(2-methylhydrazineyl)propanoate C1(CC1)CC(C(=O)OCC)NNC